N(=C=O)C1=C(S(C=C1N=C=O)(O)(O)O)O 3,4-diisocyanatotetrahydroxythiophene